N-(2-(5-methoxy-1H-indol-3-yl)ethyl)-N-(2-methoxybenzyl)prop-2-en-1-amine COC=1C=C2C(=CNC2=CC1)CCN(CC=C)CC1=C(C=CC=C1)OC